7-methoxy-2-(tetrahydro-2H-pyran-4-yl)-N-(m-tolyl)imidazo[1,2-a]pyridine-6-carboxamide COC1=CC=2N(C=C1C(=O)NC=1C=C(C=CC1)C)C=C(N2)C2CCOCC2